CC(=C)[C@@H]1CC[C@]2([C@H]1[C@H]3CC[C@H]4[C@]([C@@]3(CC2)C)(CC[C@@H]5[C@@]4(C[C@H]([C@@H](C5(C)C)O)O)C)C)C(=O)O 2α,3β-dihydroxylup-20(29)-en-28-oic acid